C=1N=CN2C1C1=CC=CC=C1C2C2CC1(CN(C1)S(=O)(=O)N)C2 6-(5H-imidazo[5,1-a]isoindol-5-yl)-2-azaspiro[3.3]heptane-2-sulfonamide